C1(=CC=C(C=C1)N1C(C=CC1=O)=O)C1=CC=C(C=C1)N1C(C=CC1=O)=O 1,1'-biphenyl-4,4'-diylbis(1H-pyrrole-2,5-dione)